C(C)(C)(C)C1=CC=C(C=C1)C1=C2CC(C(C2=C(C=2CCCC12)C1=CC=C(C=C1)C(C)(C)C)OC)C 4,8-bis(4-tert-butylphenyl)-1-methoxy-2-methyl-1,2,3,5,6,7-hexahydro-s-indacene